ClC1=NC(=C2N=CN(C2=N1)[C@H]1[C@@H]([C@@H]([C@H](O1)COCP(=O)(OC1=CC=CC=C1)N[C@@H](C(=O)OC(C)C)C)O)O)NC1CCCC1 propan-2-yl (2R)-2-{[({[(2R,3S,4R,5R)-5-[2-chloro-6-(cyclopentylamino)-9H-purin-9-yl]-3,4-dihydroxyoxolan-2-yl]methoxy}methyl)(phenoxy)phosphoryl]-amino}propanoate